FC=1C(=NC=CC1CC=1C=NC=C(C1C)OC1CC2(CN(C2)C)C1)N 3-fluoro-4-[[4-methyl-5-[(2-methyl-2-azaspiro[3.3]heptan-6-yl)oxy]-3-pyridyl]methyl]pyridin-2-amine